4-(2-pyridyl)benzoyl chloride N1=C(C=CC=C1)C1=CC=C(C(=O)Cl)C=C1